C(C)(C)(C)OC(=O)NC(CNC1=C(SC2=C1C=1N=CC(=NC1C=C2)OC)C(=O)OC)(C)C methyl 9-((2-((tert-butoxy-carbonyl)amino)-2-methylpropyl)amino)-3-methoxythieno[3,2-f]quinoxaline-8-carboxylate